O=C1NC(CC[C@H]1N1CCCC2=C(C=CC=C12)N1CCC(CC1)OC1CCN(CC1)C(=O)OCCCC)=O butyl 4-[[1-[1-[(3R)-2,6-dioxo-3-piperidyl]-3,4-dihydro-2H-quinolin-5-yl]-4-piperidyl]oxy]piperidine-1-carboxylate